(3-(6-bromopyridin-2-yl)imidazo[1,2-a]pyridin-7-yl)propan-2-ol BrC1=CC=CC(=N1)C1=CN=C2N1C=CC(=C2)CC(C)O